(2R,6R)-N-({2-benzyl-2-azaspiro[3.3]heptan-6-yl}methyl)-2,6-dimethyl-4-[5-(trifluoromethyl)pyrazin-2-yl]piperazine-1-carboxamide C(C1=CC=CC=C1)N1CC2(C1)CC(C2)CNC(=O)N2[C@@H](CN(C[C@H]2C)C2=NC=C(N=C2)C(F)(F)F)C